I[Zn] iodozinc